3-fluoro-N-(5-(4-fluorobenzo[d][1,3]dioxol-5-yl)-1-(3-hydroxy-3-methylbutyl)-1H-pyrazolo[3,4-b]pyridin-3-yl)-2,2-dimethylpropanamide FCC(C(=O)NC1=NN(C2=NC=C(C=C21)C2=C(C1=C(OCO1)C=C2)F)CCC(C)(C)O)(C)C